OC1NCCN1CC1=CC(=CC=C1)OC 2-hydroxy-3-[(3-methoxyphenyl)methyl]imidazolidin